CCCCCCCCCCCCC 1,11-dimethylundecane